15,15-diethoxy-pentadecan-13-yn-1-ol C(C)OC(C#CCCCCCCCCCCCCO)OCC